FC1=CC=C(C=C1)[C@H]1[C@@H](C1)NCCC[C@@H](C(=O)OC(C)(C)C)N(C(=O)OC(C)(C)C)C(=O)OC(C)(C)C tert-Butyl (2S)-5-[[(1R,2S)-2-(4-fluorophenyl)cyclopropyl]amino]-2-[di(tert-butoxycarbonyl)amino]pentanoate